CC(C)C(CC)(OC)OC 2-methyl-3,3-dimethoxypentane